1-(4-fluorobenzyl)-3-(1H-tetrazole-5-yl)quinoline FC1=CC=C(CN2CC(=CC3=CC=CC=C23)C2=NN=NN2)C=C1